6-{4-[1-(oxan-2-yl)pyrazol-4-yl]-1,3-benzothiazol-7-yl}-N-(2,2,6,6-tetramethylpiperidin-4-yl)pyridazin-3-amine O1C(CCCC1)N1N=CC(=C1)C1=CC=C(C2=C1N=CS2)C2=CC=C(N=N2)NC2CC(NC(C2)(C)C)(C)C